N1=CC(=CC=C1)CNC(=O)NC1=CC=C(C=C1)S(NC1=C(C=C(C=C1C)C)C)(=O)=O 1-(pyridin-3-ylmethyl)-3-{4-[(2,4,6-trimethylphenyl)sulfamoyl]phenyl}urea